(3R,4R)-4-Fluoro-1-(1-((5-fluoropyrimidin-2-yl)methyl)-1H-benzo[d]imidazol-2-yl)piperidin-3-amin F[C@H]1[C@@H](CN(CC1)C1=NC2=C(N1CC1=NC=C(C=N1)F)C=CC=C2)N